COC(=O)C=1C=CC(=NC1)N1C(C(=CC=C1)NC=1C=C(C=2N(N1)C(=CN2)C(=O)O)N(C)CC2=CC=C(C=C2)OC)=O 6-{[5'-(methoxycarbonyl)-2-oxo-[1,2'-bipyridin]-3-yl]amino}-8-{[(4-methoxyphenyl)methyl](methyl)amino}imidazo[1,2-b]pyridazine-3-carboxylic acid